C[Si](CC(C(=O)O)C1=CC=CC=C1)(C1=CC=CC=C1)C 3-(dimethyl-(phenyl)silyl)-2-phenylpropionic acid